N=1N=CN(C1)C1=CC(=C2C=NNC2=C1)NCCOCCCCNCC=1C=C(C=C(C1)C(F)(F)F)CO (3-(((4-(2-((6-(4H-1,2,4-triazol-4-yl)-1H-indazol-4-yl)amino)ethoxy)butyl)amino)methyl)-5-(trifluoromethyl)phenyl)methanol